N(=C=O)CCC[Si](OC)(OC)OC 3-Isocyanatopropyl-Trimethoxysilan